3-(2,2-difluoroethyl)-1-(5-(2-methoxypyrimidin-5-yl)pyridin-2-yl)-1-(trans-4-((4-(1,4-oxazepan-4-yl)-5-(trifluoromethyl)pyrimidin-2-yl)amino)cyclohexyl)urea FC(CNC(N([C@@H]1CC[C@H](CC1)NC1=NC=C(C(=N1)N1CCOCCC1)C(F)(F)F)C1=NC=C(C=C1)C=1C=NC(=NC1)OC)=O)F